10-(4-chlorophenyl)-2-(naphthalen-1-yl)phenanthrene ClC1=CC=C(C=C1)C1=CC2=CC=CC=C2C=2C=CC(=CC12)C1=CC=CC2=CC=CC=C12